3,3-di(4-hydroxyphenyl)-3H-isobenzofuranone OC1=CC=C(C=C1)C1(OC(C2=CC=CC=C12)=O)C1=CC=C(C=C1)O